6-chloro-5-(1-(4-fluorophenyl)vinyl)pyrazine-2-carboxylic acid methyl ester COC(=O)C1=NC(=C(N=C1)C(=C)C1=CC=C(C=C1)F)Cl